C(C)(C)(C)C1N(CC1C12CC(C1)(C2)CO)C(=O)OC(C)CC(CCCCCCCCCCCCCCCCCC)=NCCN2C(CNCC2)CCN(CC(CCCCCCCCCC)O)CC(CCCCCCCCCC)O 4-(2-((2-(bis(2-hydroxydodecyl)amino)ethyl)piperazin-1-yl)ethylazanediyl)docosan-2-ol tert-butyl-3-[3-(hydroxymethyl)-1-bicyclo[1.1.1]pentanyl]azetidine-1-carboxylate